C1(CC1)C=1C=C2C=C(NC2=CC1OCC=1N=CSC1)CNC(=O)N1CCC1 N-((5-cyclopropyl-6-(thiazol-4-ylmethoxy)-1H-indol-2-yl)methyl)azetidine-1-carboxamide